C1COCCC12CC(NCC2)=O 3-oxa-9-azaspiro[5.5]undecan-8-one